CN1CC=2C=CC=NC2C=2C1=C(C=CC2)N 6-methyl-5,6-dihydrobenzo[h][1,6]naphthyridin-7-amine